((6-(4-fluorophenyl)naphthalene-2-yl)methyl)trimethylstannane FC1=CC=C(C=C1)C=1C=C2C=CC(=CC2=CC1)C[Sn](C)(C)C